[Cl-].[Cl-].[NH4+].[NH4+] bis(ammonium) dichloride